[18F][Al+2] (18F)Fluoranylaluminium(2+)